(S)-N-(1-(4-(1H-pyrazol-4-yl)phenyl)-1H-imidazol-4-yl)-1-cyanopyrrolidine-3-carboxamide N1N=CC(=C1)C1=CC=C(C=C1)N1C=NC(=C1)NC(=O)[C@@H]1CN(CC1)C#N